BrC(CCC(CCOCOCOCCC(CCC(CCCC)Br)C=CCCCC)C=CCCCC)CCCC (3E)-6-bromo-3-hexenyl-decyloxymethyl ether